2-[4-chloro-5-(methylaminomethyl)-6-oxo-pyridazin-1-yl]-N-[4-methyl-3-[2-(2-pyridyl)ethylsulfamoyl]phenyl]acetamide ClC=1C=NN(C(C1CNC)=O)CC(=O)NC1=CC(=C(C=C1)C)S(NCCC1=NC=CC=C1)(=O)=O